2-((R)-1-chloroethyl)-1-(((S)-oxetan-2-yl)methyl)-1H-benzo[d]imidazole Cl[C@H](C)C1=NC2=C(N1C[C@H]1OCC1)C=CC=C2